trans-4-(5-bromothiazol-2-yl)cyclohexanol BrC1=CN=C(S1)[C@@H]1CC[C@H](CC1)O